(triethanolamine) titanium (IV) isopropoxide CC([O-])C.[Ti+4].N(CCO)(CCO)CCO.CC([O-])C.CC([O-])C.CC([O-])C